C(C)(=O)[O-].C(CO)(=O)[O-].[NH4+].S1C=C(C=C1)C1(CCC1)CO.[NH4+] (1-(thiophen-3-yl)cyclobutyl)methanol ammonium glycolate acetate